O=C(CCCC=1N=C(N(C1)C1=CC=CC=C1)NC(C1=CC(=CC=C1)C=1C=NNC1)=O)NC1=CC=CC=C1 N-(4-(4-oxo-4-(phenylamino)butyl)-1-phenyl-1H-imidazol-2-yl)-3-(1H-pyrazol-4-yl)benzamide